BrC=1C(=NC2=C(C=C(C=C2C1)C(=O)OC)OC)F methyl 3-bromo-2-fluoro-8-methoxyquinoline-6-carboxylate